N1C=C(C2=CC=CC=C12)CN(C(C1=CC(=CC=C1)S(NCCN1C=CC=CC=C1)(=O)=O)=O)CCC N-((1H-indol-3-yl)methyl)-3-(N-(2-(azepin-1-yl)ethyl)sulfamoyl)-N-propylbenzamide